P(=O)(O)(O)CCCC=1C(=NC=CC1C1=CC=NC=C1)CCCP(=O)(O)O bis(3-phosphonopropyl)-[4,4'-bipyridine]